CC1=CC=2N(C=C1C=1C=NC=CC1)C(=CN2)C(=O)C2=CC=C(C=C2)[N+](=O)[O-] (7-methyl-6-(pyridin-3-yl)imidazo[1,2-a]pyridin-3-yl)(4-nitrophenyl)methanone